C(=O)C1=C(C(=CC=C1)OC)C1=C2C=CC(=CC2=CC=C1OC)C=O (S)-5-(2-formyl-6-methoxyphenyl)-6-methoxy-2-naphthaldehyde